FC1([C@@H]2[C@@H]([C@H]([C@H](C1)CC2)C(=O)O)NC2=NC(=NN1C2=CC=C1)C1=CNC2=NC=C(C=C21)F)F (1S,2S,3R,4S)-5,5-difluoro-3-((2-(5-Fluoro-1H-pyrrolo[2,3-b]pyridin-3-yl)pyrrolo[2,1-F][1,2,4]triazin-4-yl)amino)bicyclo[2.2.2]octane-2-carboxylic acid